((1R,3s,5S)-8-azabicyclo[3.2.1]oct-3-yl)carbamic acid tert-butyl ester C(C)(C)(C)OC(NC1C[C@H]2CC[C@@H](C1)N2)=O